C(C=CC=CCCCCCCCCCCCCCCC)(=O)[O-] eicosanedienoate